bis(2,6-di-tert-butylphenyl-4-methylpentyl) diphosphite O(P(OC(CCC(C)C)C1=C(C=CC=C1C(C)(C)C)C(C)(C)C)OP([O-])[O-])C(CCC(C)C)C1=C(C=CC=C1C(C)(C)C)C(C)(C)C